7-[(3R,4S)-3,4-dihydroxypyrrolidin-1-yl]-6-fluoro-4-oxo-N-[(2S)-1,1,1-trifluorobutan-2-yl]-1-(2,4,6-trifluorophenyl)-1,4-dihydro-1,8-naphthyridine-3-carboxamide O[C@@H]1CN(C[C@@H]1O)C1=C(C=C2C(C(=CN(C2=N1)C1=C(C=C(C=C1F)F)F)C(=O)N[C@H](C(F)(F)F)CC)=O)F